C1(=CC=CC=C1)N(C1=CC=C(C=C1)C=1C=NC2=C(N1)N(C(C(=N2)C#N)C#N)C2=CC=C(C=C2)N(C2=CC=CC=C2)C2=CC=CC=C2)C2=CC=CC=C2 7,1-bis(4-(diphenylamino)phenyl)-2,3-dicyanopyrazinopyrazine